NC1=CC=C(C=C1)CCCNC(OC(C)(C)C)=O tert-butyl (3-(4-aminophenyl)propyl)carbamate